[Si](C)(C)(C(C)(C)C)OC[C@@H]1[C@H](C[C@@H](O1)N1C(NC(C(=C1)C)=O)=O)O 1-((2R,4S,5R)-5-(((tert-butyldimethylsilyl)oxy)methyl)-4-hydroxytetrahydrofuran-2-yl)-5-methylpyrimidine-2,4(1H,3H)-dione